p-Cresylsulfat C1(=CC=C(C=C1)C)OS(=O)(=O)[O-]